OCC=1C=C(C=CC1C)[C@H](CC(=O)[O-])C1=C(C=2N(C=C1)C(=NN2)C(F)(F)F)C (S)-3-(3-(hydroxymethyl)-4-methylphenyl)-3-(8-methyl-3-(trifluoromethyl)-[1,2,4]triazolo[4,3-a]pyridine-7-yl)propanoate